Methyl 2-((4-((3,4-dichlorophenyl) thio)-3-nitrophenyl) sulfonamido)-4,5-dimethoxybenzoate ClC=1C=C(C=CC1Cl)SC1=C(C=C(C=C1)S(=O)(=O)NC1=C(C(=O)OC)C=C(C(=C1)OC)OC)[N+](=O)[O-]